FC1=C(C=CC=C1)C=1OC(C2=C(N1)SC1=C2CCCC1)=O 2-(2-fluorophenyl)-5,6,7,8-tetrahydro-4H-benzo[4,5]thieno[2,3-d][1,3]oxazin-4-one